Trans-(7SR,9SR)-7,9-diazido-3-chloro-N-isobutyl-8,9-dihydro-7H-cyclopenta[h]isoquinoline-5-sulfonamide N(=[N+]=[N-])[C@H]1C[C@@H](C2=C1C=C(C=1C=C(N=CC21)Cl)S(=O)(=O)NCC(C)C)N=[N+]=[N-] |r|